tert-butyl 4-(7-{[8-fluoro-2-(hydroxymethyl)-[1,2,4]triazolo[1,5-a]pyridin-6-yl]carbamoyl}-2-methylindazol-4-yl)piperazine-1-carboxylate FC=1C=2N(C=C(C1)NC(=O)C1=CC=C(C3=CN(N=C13)C)N1CCN(CC1)C(=O)OC(C)(C)C)N=C(N2)CO